N-methyl-N,4-dinitrosoaniline CN(C1=CC=C(C=C1)N=O)N=O